OC[C@H](C1=CC=CC=C1)NC1=CC(=NC=C1C1=NC(=NO1)C1=NC=CC=C1)NC1=CC=C2C(=N1)C(N(C2=O)C)(C)C (S)-2-((4-((2-hydroxy-1-phenylethyl)amino)-5-(3-(pyridin-2-yl)-1,2,4-oxadiazol-5-yl)pyridin-2-yl)amino)-6,7,7-trimethyl-6,7-dihydro-5H-pyrrolo[3,4-b]pyridin-5-one